FC1=C(C(=CC(=C1)C#CC1=CC=CC=C1)F)N1C(C2(N3C1=NC=C3C3(COC3)O)CC2)=O 7'-[2,6-difluoro-4-(2-phenyl-ethynyl)phenyl]-3'-(3-hydroxyoxetan-3-yl)spiro[cyclopropane-1,5'-imidazo[1,2-a]imidazole]-6'-one